(S)-2-acetamido-6-(2,5-dioxo-2,5-dihydro-1H-pyrrol-1-yl)hexanoic acid C(C)(=O)N[C@H](C(=O)O)CCCCN1C(C=CC1=O)=O